1-(4-(1-(2,6-dichlorophenyl)azetidin-3-yl)-2,6-dimethylbenzyl)-3-fluoropiperidine-4-carboxylic acid, formic acid salt C(=O)O.ClC1=C(C(=CC=C1)Cl)N1CC(C1)C1=CC(=C(CN2CC(C(CC2)C(=O)O)F)C(=C1)C)C